BrC1=C(C=CC=2N(N=NC21)CC)N 4-bromo-1-ethylbenzo[d][1,2,3]triazol-5-ylamine